2-cyclopropyl-N-(2-((6,7-dimethoxyquinolin-4-yl)oxy)pyrimidin-5-yl)-6-(4-fluorophenyl)-5-oxo-2,5-dihydropyridazine-4-carboxamide C1(CC1)N1N=C(C(C(=C1)C(=O)NC=1C=NC(=NC1)OC1=CC=NC2=CC(=C(C=C12)OC)OC)=O)C1=CC=C(C=C1)F